(S)-8-((4,6-difluoroindolin-1-yl)methyl)-2-(2-(hydroxymethyl)morpholino)-N,N-dimethyl-4-oxo-4H-chromene-6-carboxamide FC1=C2CCN(C2=CC(=C1)F)CC=1C=C(C=C2C(C=C(OC12)N1C[C@H](OCC1)CO)=O)C(=O)N(C)C